OC=1C(=CC=2C(C3=CC=CC=C3C(C2C1O)=O)=O)NS(=O)(=O)C1=CC=C(C=C1)N1CCN(CC1)C N-(3,4-dihydroxy-9,10-dioxo-9,10-dihydroanthracen-2-yl)-4-(4-methylpiperazin-1-yl)benzenesulfonamide